n-octadecyl-(3,5-di-tert-butyl-4-hydroxyphenyl)propionate C(CCCCCCCCCCCCCCCCC)C(C(=O)[O-])(C)C1=CC(=C(C(=C1)C(C)(C)C)O)C(C)(C)C